FC(C1CCC2=CC=3CCCC3C(=C12)NC(=O)N=S(NC(C1=CC=CC=C1)(C1=CC=CC=C1)C1=CC=CC=C1)(=O)C=1C=NN2C1OC[C@H](C2)N(C(OC(C)(C)C)=O)C)F tert-butyl ((6S)-3-(N'-((3-(difluoromethyl)-1,2,3,5,6,7-hexahydro-s-indacen-4-yl)carbamoyl)-N-tritylsulfamimidoyl)-6,7-dihydro-5H-pyrazolo[5,1-b][1,3]oxazin-6-yl)(methyl)carbamate